N-cyclopropylsulfonyl-5-[3-(1,3,5-trimethylpyrazol-4-yl)pyrazolo[1,5-a]pyridin-5-yl]furan-3-carboxamide C1(CC1)S(=O)(=O)NC(=O)C1=COC(=C1)C1=CC=2N(C=C1)N=CC2C=2C(=NN(C2C)C)C